CN(CCOC=1C=CC(=C(C1)C1=NC=CC2=C1N=C(N=C2)NC2=CC=C(C=C2)N2CCNCC2)F)C 8-(5-(2-(dimethylamino)ethoxy)-2-fluorophenyl)-N-(4-(piperazin-1-yl)phenyl)pyrido[3,4-d]pyrimidin-2-amine